2,4,6-Trimethyl-benzoyl chloride CC1=C(C(=O)Cl)C(=CC(=C1)C)C